C(#N)C=1C=C(OC=2C=CC3=C(C(N(S3(=O)=O)C)C#N)C2C(F)F)C=C(C1)F 5-(3-cyano-5-fluorophenoxy)-4-(difluoromethyl)-2-methyl-2,3-dihydrobenzo[d]isothiazole-3-carbonitrile-1,1-dioxide